(2R,11aR)-7-chloro-2-hydroxy-6-isopropoxy-8-methyl-2,3,11,11a-tetrahydro-1H,5H-benzo[f]pyrrolo[2,1-c][1,4]Oxazepin-5-one ClC=1C(=CC2=C(C(N3[C@@H](CO2)C[C@H](C3)O)=O)C1OC(C)C)C